FC(CCN1CCC(CC1)NC(=O)C1=NNC=C1)(F)F N-(1-(3,3,3-trifluoropropyl)piperidin-4-yl)-1H-pyrazole-3-carboxamide